CC(CO)=CCCC(C=C)(O)C 2,6-dimethyl-2,7-octadien-1,6-diol